FC1=C(OC2CC3(C2)CCN(CC3)C(=O)OC(C)(C)C)C=CC(=C1)F tert-Butyl 2-(2,4-difluorophenoxy)-7-azaspiro[3.5]nonane-7-carboxylate